FC1=CC=C(C=C1)C=1N=CC2=C(N1)CN(C2)C(=O)C=2N=C(C1=C(N2)OC(=C1)C)NC1(CC1)C [2-(4-fluorophenyl)-5H,6H,7H-pyrrolo[3,4-d]pyrimidine-6-carbonyl]-6-methyl-N-(1-methylcyclopropyl)furo[2,3-d]pyrimidin-4-amine